(S)-1-(4-(3-((4-amino-5-(4-phenoxyphenyl)-7-(tetrahydrofuran-3-yl)-7H-pyrrolo[2,3-d]pyrimidin-6-yl)ethynyl)azetidin-1-yl)piperidin-1-yl)prop-2-en-1-one NC=1C2=C(N=CN1)N(C(=C2C2=CC=C(C=C2)OC2=CC=CC=C2)C#CC2CN(C2)C2CCN(CC2)C(C=C)=O)[C@@H]2COCC2